(4-bromo-2,6-difluorobenzyl)carbamic acid tert-butyl ester C(C)(C)(C)OC(NCC1=C(C=C(C=C1F)Br)F)=O